FC1=C(C(=O)N[C@H](C(=O)OC)CC2=CC=C(C=3N2C=CN3)C=3C(N(C(N(C3)C)=O)C)=O)C(=CC(=C1)N1[C@H](COCC1)C(F)(F)F)F methyl (S)-2-(2,6-difluoro-4-((R)-3-(trifluoromethyl)morpholino) benzamido)-3-(8-(1,3-dimethyl-2,4-dioxo-1,2,3,4-tetrahydropyrimidin-5-yl)imidazo[1,2-a]pyridin-5-yl)propanoate